3-(1-phenylvinyl)-[1,1'-biphenyl]-4-amine C1(=CC=CC=C1)C(=C)C=1C=C(C=CC1N)C1=CC=CC=C1